CC1=NN2C(C(=NC=C2)C)=C1C(=O)OCC ethyl 2,4-dimethylpyrazolo[1,5-a]pyrazine-3-carboxylate